C[C@@H]1N(CC1)C=1C=2N(C=C(N1)C#C[Si](C)(C)C)C(=CN2)C(F)(F)F (S)-8-(2-methylazetidin-1-yl)-3-(trifluoromethyl)-6-((trimethylsilyl)ethynyl)imidazo[1,2-a]pyrazine